CC(CN1C(C=CC2=C1N=C(N=C2)N[C@@H](C)C2=CC=CC=C2)=O)(C)C 8-(2,2-dimethylpropyl)-2-{[(1S)-1-phenylethyl]amino}pyrido[2,3-d]pyrimidin-7(8H)-one